tert-butyl (2-chloro-4-((2-(4-isopropylpiperidin-1-yl)pyrimidin-5-yl)amino)benzyl)carbamate ClC1=C(CNC(OC(C)(C)C)=O)C=CC(=C1)NC=1C=NC(=NC1)N1CCC(CC1)C(C)C